NC1=NC(N(C=C1F)[C@@H]1O[C@]([C@H]([C@@H]1F)O[Si](C)(C)C(C)(C)C)(C#C)CO[Si](C)(C)C(C)(C)C)=O 4-amino-1-((2R,3S,4R,5R)-4-((tert-butyldimethyl-silyl)oxy)-5-(((tert-butyldimethylsilyl)oxy)methyl)-5-ethynyl-3-fluorotetrahydrofuran-2-yl)-5-fluoropyrimidin-2(1H)-one